Cl.Cl.Cl.C(#C)C1=C2C=CC(=CC2=CC=C1F)O 5-ethynyl-6-fluoronaphthalen-2-ol tri-hydrochloride